NC1CCN(CC1)CCP(OCC)(OCC)=O diethyl (2-(4-aminopiperidin-1-yl)ethyl)phosphonate